2-((2S,4R)-2-(((1-methyl-1H-indazol-5-yl)methyl)carbamoyl)-4-(4-methylbenzyl)pyrrolidine-1-carbonyl)piperidine-3-carboxamide CN1N=CC2=CC(=CC=C12)CNC(=O)[C@H]1N(C[C@@H](C1)CC1=CC=C(C=C1)C)C(=O)C1NCCCC1C(=O)N